BrC1=CC(=C2C=CN(C2=C1)C(=O)OC(C)(C)C)[N+](=O)[O-] tert-Butyl 6-bromo-4-nitro-1H-indole-1-carboxylate